ClC1=C(C=C(C(=O)OC)C=C1[N+](=O)[O-])OC(F)F Methyl 4-chloro-3-(difluoromethoxy)-5-nitrobenzoate